ClC=1N=C(C2=C(N1)CCC2)NC=2C=CC=C1CCN(C21)S(=O)(=O)C 2-chloro-N-(1-(methylsulfonyl)indolin-7-yl)-6,7-dihydro-5H-cyclopenta[d]pyrimidin-4-amine